2-(4-bromo-1-methyl-1H-pyrazol-5-yl)ethanol BrC=1C=NN(C1CCO)C